4-Cyclopropyl-2-ethyl-6-(piperazin-1-yl)benzonitrile hydrochloride tert-Butyl-4-(2-cyano-5-cyclopropyl-3-ethylphenyl)piperazine-1-carboxylate C(C)(C)(C)OC(=O)N1CCN(CC1)C1=C(C(=CC(=C1)C1CC1)CC)C#N.Cl.C1(CC1)C1=CC(=C(C#N)C(=C1)N1CCNCC1)CC